FC1(OC2=C(O1)C=CC(=C2)N(C(=O)C=2C=C(C=CC2)N2N=C(C=1CCCC(C21)OC2=CC(=C(C(=O)OC)C=C2)OC)C(F)(F)F)C)F methyl 4-[[1-[3-[(2,2-difluoro-1,3-benzodioxol-5-yl)-methyl-carbamoyl]phenyl]-3-(trifluoromethyl)-4,5,6,7-tetrahydroindazol-7-yl]oxy]-2-methoxy-benzoate